2-(difluoromethyl)-4-(8-(4-(4-((1-(2-(2,6-dioxopiperidin-3-yl)-1,3-dioxoisoindolin-5-yl)piperidin-4-yl)methyl)piperazine-1-carbonyl)phenyl)-2,8-diazaspiro[4.5]decan-2-yl)benzonitrile FC(C1=C(C#N)C=CC(=C1)N1CC2(CC1)CCN(CC2)C2=CC=C(C=C2)C(=O)N2CCN(CC2)CC2CCN(CC2)C=2C=C1C(N(C(C1=CC2)=O)C2C(NC(CC2)=O)=O)=O)F